FC1=NN(C=C1)C1=CC=C2C(=N1)N(C(=N2)C2=CC=CC=C2)C=2C=C1CC[C@@H](C1=CC2)NC2CCN(CC2)C(C=C)=O 1-(4-{[(1S)-5-[5-(3-fluoropyrazol-1-yl)-2-phenylimidazo[4,5-b]pyridin-3-yl]-2,3-dihydro-1H-inden-1-yl]amino}piperidin-1-yl)prop-2-en-1-one